Cl.NC1=NC=CC(=C1)C1=CC=C(O1)C(=O)NC=1C=C2C(=NC1N1CCC(CC1)O)N=C(S2)N2CCOCC2 5-(2-Aminopyridin-4-yl)-N-(5-(4-hydroxypiperidin-1-yl)-2-morpholinothiazolo[4,5-b]pyridin-6-yl)furan-2-carboxamide hydrochloride